ClC1=CC(=C(COC2=NC=3CN(CCC3C=C2N2C=NC=C2)C(=O)OC(C)(C)C)C=C1)F tert-butyl 2-((4-chloro-2-fluorobenzyl) oxy)-3-(1H-imidazol-1-yl)-5,8-dihydro-1,7-naphthyridine-7(6H)-carboxylate